O=C1N(CC2=CC(=CC=C12)C=1C=2N(C=C(C1)CN1CC(C1)C1=CC=CC=C1)C=CN2)C2C(NC(CC2)=O)=O 3-(1-oxo-5-(6-((3-phenylazetidin-1-yl)methyl)imidazo[1,2-a]pyridin-8-yl)isoindolin-2-yl)piperidine-2,6-dione